BrC1=CC=C(C=C1)C=1C=C2C(=NC=NC2=CC1Cl)N1CCN(CC1)C(C=C)=O 1-(4-(6-(4-bromophenyl)-7-chloroquinazolin-4-yl)piperazin-1-yl)prop-2-en-1-one